(R)-5-isopropyl-5-[4-(4-naphthalen-2-ylpiperidine-1-carbonyl)phenyl]imidazolidine-2,4-dione C(C)(C)[C@]1(C(NC(N1)=O)=O)C1=CC=C(C=C1)C(=O)N1CCC(CC1)C1=CC2=CC=CC=C2C=C1